COC1(C(COCC1)O)OC 4,4-dimethoxytetrahydropyran-3-ol